C1(CC1)S(=O)(=O)N1N=CC(=C1)C1=NC=CC(=N1)NC1=NC=C(C(=C1)N1CC(CCC1)O)C#CC=1C=NN(C1)C1CCOCC1 1-(2-((2-(1-(cyclopropylsulfonyl)-1H-pyrazol-4-yl)pyrimidin-4-yl)amino)-5-((1-(tetrahydro-2H-pyran-4-yl)-1H-pyrazol-4-yl)ethynyl)pyridin-4-yl)piperidin-3-ol